CN1N=CC=2C1=NC(=CC2N2CC=1C=CC(=NC1[C@H](C2)C)N2CC1(C2)OCCNC1)C 2-[(8S)-6-(1,6-dimethylpyrazolo[3,4-b]pyridin-4-yl)-8-methyl-7,8-dihydro-5H-1,6-naphthyridin-2-yl]-5-oxa-2,8-diazaspiro[3.5]nonane